rac-4-Benzyl 3-(tert-butyl) (3aR,4R,6aS)-2-oxotetrahydro-2H-cyclopenta[d]oxazole-3,4(3aH)-dicarboxylate O=C1O[C@@H]2[C@H](N1C(=O)OC(C)(C)C)[C@@H](CC2)C(=O)OCC2=CC=CC=C2 |r|